N[C@@H](C(=O)OC[C@@H]1C[C@H]2N(CCC3=CC(=C(C=C23)OC)OC)C[C@H]1CC(C)C)C1=CC=C(C=C1)C(F)(F)F [(2R,3S,11bR)-9,10-dimethoxy-3-(2-methylpropyl)-1H,2H,3H,4H,6H,7H,11bH-pyrido[2,1-a]isoquinolin-2-yl]methyl (2R)-2-amino-2-[4-(trifluoromethyl)phenyl]acetate